N-((5-(2-((6-fluoro-2-methylquinazolin-4-yl)thio)acetyl)thiophen-2-yl)methyl)-2-hydroxyacetamide FC=1C=C2C(=NC(=NC2=CC1)C)SCC(=O)C1=CC=C(S1)CNC(CO)=O